(1S,4S)-5-(4-(methylsulfonylamino)phenyl)-2,5-diazabicyclo[2.2.1]Heptane-2-carboxylic acid tert-butyl ester C(C)(C)(C)OC(=O)N1[C@@H]2CN([C@H](C1)C2)C2=CC=C(C=C2)NS(=O)(=O)C